C(=O)C=1C(=NC=CC1)CN 3-formyl-(2-aminomethylpyridine)